5-[3-(1-Hydroxyethyl)-6-[5-[(6-methylpyridazin-3-yl)amino]benzimidazol-1-yl]-2-pyridyl]-1-methyl-pyrazole-4-carbonitrile OC(C)C=1C(=NC(=CC1)N1C=NC2=C1C=CC(=C2)NC=2N=NC(=CC2)C)C2=C(C=NN2C)C#N